6-((2-(4-methylpiperazin-1-yl)ethoxy)methyl)pyridin CN1CCN(CC1)CCOCC1=CC=CC=N1